5-(8-((1S,2S)-2-(3-chloro-1-(2,2,2-trifluoroethyl)-1H-indazol-6-yl)cyclopropyl)imidazo[1,2-b]pyridazin-6-yl)pyrimidine-2,4(1H,3H)-dione ClC1=NN(C2=CC(=CC=C12)[C@@H]1[C@H](C1)C=1C=2N(N=C(C1)C=1C(NC(NC1)=O)=O)C=CN2)CC(F)(F)F